[4-(4-Amino-3-iodo-pyrazolo[3,4-d]pyrimidin-1-yl)cyclohexyl] 4-methylbenzoate CC1=CC=C(C(=O)OC2CCC(CC2)N2N=C(C=3C2=NC=NC3N)I)C=C1